CSC1=NN=C2N1C=C(C=C2)N 3-(methylthio)-6-amino-[1,2,4]triazolo[4,3-a]pyridine